4-Chloro-1-[4-(1,1-difluoroethyl)phenyl]sulfonyl-3-[(3S,4S)-3-fluoro-4-methyl-pyrrolidin-1-yl]indazole ClC1=C2C(=NN(C2=CC=C1)S(=O)(=O)C1=CC=C(C=C1)C(C)(F)F)N1C[C@H]([C@H](C1)C)F